1,5,7-trimethyl-3-((2-phenylpiperidin-1-yl)carbonyl)-1,5-dihydro-4H-pyrrolo[3,2-c]pyridin-4-one CN1C=C(C=2C(N(C=C(C21)C)C)=O)C(=O)N2C(CCCC2)C2=CC=CC=C2